barium(II) perchlorate Cl(=O)(=O)(=O)[O-].[Ba+2].Cl(=O)(=O)(=O)[O-]